((3aR,7S,7aR)-7-(Allyloxy)-2,2-dimethyl-3a,4,7,7a-tetrahydrobenzo[d][1,3]dioxol-5-yl)methanol C(C=C)O[C@H]1C=C(C[C@@H]2[C@H]1OC(O2)(C)C)CO